5-(3-(4-(5-fluoro-4-(5-fluoro-2-methoxyphenyl)-1H-pyrrolo[2,3-b]pyridin-2-yl)piperidin-1-yl)propyl)-1-methyl-1,2,3,4-tetrahydroisoquinoline FC=1C(=C2C(=NC1)NC(=C2)C2CCN(CC2)CCCC2=C1CCNC(C1=CC=C2)C)C2=C(C=CC(=C2)F)OC